2-(2-(difluoromethoxy)-7-methylquinoxalin-5-yl)-5-(1H-indol-7-yl)thiazole FC(OC1=NC2=CC(=CC(=C2N=C1)C=1SC(=CN1)C=1C=CC=C2C=CNC12)C)F